[N+](=O)(OCCCC(=O)N1C=C(C2=CC=CC=C12)CCN(C([2H])([2H])[2H])C([2H])([2H])[2H])[O-] 4-(3-(2-(bis(methyl-d3)amino)ethyl)-1H-indol-1-yl)-4-oxobutyl nitrate